9,9-bis(3'-(N,N-dimethyl-amino)-propyl)-fluorene CN(C)CCCC1(C2=CC=CC=C2C=2C=CC=CC12)CCCN(C)C